6-(5,6-dimethoxy-3-pyridyl)-4-(1-phenylethylamino)quinoline-3-carbonitrile COC=1C=C(C=NC1OC)C=1C=C2C(=C(C=NC2=CC1)C#N)NC(C)C1=CC=CC=C1